C(C)(=O)C1=CC(=C(COC2=CC=CC(=N2)C2CCN(CC2)CC2=NC3=C(N2C[C@H]2OCC2)C=C(C=C3)C(=O)OC)C=C1)OCC methyl (S)-2-((4-(6-((4-acetyl-2-ethoxybenzyl)oxy)pyridin-2-yl)piperidin-1-yl)methyl)-1-(oxetan-2-ylmethyl)-1H-benzo[d]imidazole-6-carboxylate